N-(benzyloxycarbonyl)lysine C(C1=CC=CC=C1)OC(=O)N[C@@H](CCCCN)C(=O)O